FC=1C=C(C=C(C1)F)C1CC=NN1C(=O)N1CCN(CC1)C1=NC=C(C(=N1)C(=O)Cl)F 2-(4-(5-(3,5-difluorophenyl)-4,5-dihydro-1H-pyrazole-1-carbonyl)piperazin-1-yl)-5-fluoropyrimidine-4-carbonyl chloride